acryloyl-Oxybenzophenone C(C=C)(=O)OC1=C(C(=O)C2=CC=CC=C2)C=CC=C1